3-fluoro-4-[[5-(2-fluoro-4-methyl-phenoxy)-4-methyl-3-pyridinyl]methyl]pyridin-2-amine FC=1C(=NC=CC1CC=1C=NC=C(C1C)OC1=C(C=C(C=C1)C)F)N